1-(4-methoxyphenyl) ethylene (1R,3S)-3-(3-((1-methyl-3-oxo-2,3-dihydro-1H-indazol-6-yl)amino)-1H-pyrazol-5-yl)cyclopentyl isopropylcarbamate C(C)(C)NC(O[C@H]1C[C@H](CC1)C1=CC(=NN1)NC1=CC=C2C(NN(C2=C1)C)=O)=O.COC1=CC=C(C=C1)C=C